(6-(3-cyclopropyl-1H-1,2,4-triazol-1-yl)-2-azaspiro[3.3]heptan-2-yl)(3-(4-cyclopropyl-2-fluorophenoxy)azetidin-1-yl)methanone C1(CC1)C1=NN(C=N1)C1CC2(CN(C2)C(=O)N2CC(C2)OC2=C(C=C(C=C2)C2CC2)F)C1